2-[3-(4,7-diazaspiro[2.5]oct-7-yl)-1,2,4-triazin-6-yl]-5-(3-fluoro-1H-pyrazol-4-yl)phenol dihydrochloride Cl.Cl.C1CC12NCCN(C2)C=2N=NC(=CN2)C2=C(C=C(C=C2)C=2C(=NNC2)F)O